2-METHOXY-3-(TRIFLUOROMETHOXY)PHENYLBORONIC ACID COC1=C(C=CC=C1OC(F)(F)F)B(O)O